The molecule is an organophosphonate oxoanion obtained by deprotonation of one of the two phosphonate OH groups of (1R,2S)-epoxypropylphosphonic acid; major species at pH 7.3. It has a role as an antimicrobial agent. It is a conjugate base of a fosfomycin. It is a conjugate acid of a (1R,2S)-epoxypropylphosphonate(2-). C[C@H]1[C@H](O1)P(=O)(O)[O-]